pinacol diborate bisborate B(O)(O)O.B(O)(O)O.B(O)(O)OB(O)O.OC(C)(C)C(C)(C)O